ClCC(=O)OCCCC n-butanol chloroacetate